2-fluoro-N-(4-methoxy-6-((3-(vinylsulphonamidomethyl)-1H-pyrazol-1-yl)methyl)benzo[d]isoxazol-3-yl)benzenesulfonamide FC1=C(C=CC=C1)S(=O)(=O)NC1=NOC2=C1C(=CC(=C2)CN2N=C(C=C2)CNS(=O)(=O)C=C)OC